N1N=CC(=C1)C=1C=C(C=CC1)B(O)O 3-(1H-PYRAZOL-4-YL)PHENYLBORONIC ACID